C1(CC1)C=1C=C(C(=C(C1)O)C=1C=2N(C(=NN1)N[C@H]1CN(CCC1)C)C=CC2F)F 5-cyclopropyl-3-fluoro-2-(8-fluoro-4-{[(3R)-1-methylpiperidin-3-yl]amino}pyrrolo[1,2-d][1,2,4]triazin-1-yl)phenol